(trans)-4-(4-(4-amino-3-methoxyphenyl)piperazin-1-yl)adamantan-1-ol NC1=C(C=C(C=C1)N1CCN(CC1)C1C2CC3(CC(CC1C3)C2)O)OC